CC1=C(C=CC(=C1C=1N=CN(C1)C)NC1=NC(=CC=C1)C(F)(F)F)S(=O)(=O)N methyl-3-(1-methylimidazol-4-yl)-4-[[6-(trifluoromethyl)-2-pyridyl]amino]benzenesulfonamide